Ethyl (2E)-3-(4-pyridinyl)-2-butenoate N1=CC=C(C=C1)/C(=C/C(=O)OCC)/C